1-[6-(2,2,2-trifluoroethoxy)pyrimidin-4-yl]ethanol FC(COC1=CC(=NC=N1)C(C)O)(F)F